C(C)(C)(C)OC(NC=1N(N=C(C1C#N)C1=C(C(=C(C=C1)CC(=O)NC1=CC(=NO1)C12CC(C1)(C2)C)F)Cl)C(C)C)=O.C(CCCC)P pentyl-phosphine tert-Butyl-N-[5-[2-chloro-3-fluoro-4-[2-[[3-(3-methyl-1-bicyclo[1.1.1]pentanyl)isoxazol-5-yl]amino]-2-oxo-ethyl]phenyl]-4-cyano-2-isopropyl-pyrazol-3-yl]carbamate